2,4-dihydroxy-4'-(2-methacryloxy-ethoxy)benzophenone OC1=C(C(=O)C2=CC=C(C=C2)OCCOC(C(=C)C)=O)C=CC(=C1)O